1-Boc-4-phenylamino-4-methoxymethylpiperidine C(=O)(OC(C)(C)C)N1CCC(CC1)(COC)NC1=CC=CC=C1